magnesium-manganese-calcium [Ca].[Mn].[Mg]